NC=1C(=C(C=C(C1C(=O)NC1=CC(=NC=C1)C(F)(F)F)Cl)C1=CC=C(C=C1C(C)O)F)F amino-5-chloro-2,4'-difluoro-6'-(1-hydroxyethyl)-N-(2-(trifluoromethyl)pyridin-4-yl)-[1,1'-biphenyl]-4-carboxamide